Phenyl-1H-pyrazole-5(4H)-one C1(=CC=CC=C1)N1N=CCC1=O